4-(4-cyclopropyl-2-(2,4-difluorophenoxy)-5-(methylsulfonylamino)phenyl)-2,6-dimethylpyridine 1-oxide C1(CC1)C1=CC(=C(C=C1NS(=O)(=O)C)C1=CC(=[N+](C(=C1)C)[O-])C)OC1=C(C=C(C=C1)F)F